COC=1C=C(C=CC1OC)C=1NC2=CC=C(C=C2C1CC)C(=O)N1CCN(CC1)CCO (2-(3,4-dimethoxyphenyl)-3-ethyl-1H-indol-5-yl)(4-(2-hydroxyethyl)piperazin-1-yl)methanone